1,3-dihydrospiro[indene-2,4'-piperidin]-3-amine N1CCC2(CC1)CC1=CC=CC=C1C2N